CC1=C(C(=CC=C1)C)[C@@H]1C(OC(O1)=O)(C)C (R)-5-(2,6-dimethylphenyl)-4,4-dimethyl-1,3-dioxolan-2-one